BrC1=C(N(N=C1)C(C)C)C=1C=C(C=CC1OC)NC(=O)NC1=CC=C(C=C1)Cl 1-[3-(4-Bromo-2-isopropyl-2H-pyrazol-3-yl)-4-methoxyphenyl]-3-(4-chloro-phenyl)-urea